benzotriazol-1-yl-oxy-tripyrrolidinopyrrol phosphonium hexafluorophosphate F[P-](F)(F)(F)(F)F.[PH4+].N1(N=NC2=C1C=CC=C2)OC2=C(C(=C(N2)N2CCCC2)N2CCCC2)N2CCCC2